BrC1=CC(=C2C=NN(C2=C1)C1OCCCC1)OCCOCC1CC(C1)NC(OC(C)(C)C)=O tert-butyl (3-((2-((6-bromo-1-(tetrahydro-2H-pyran-2-yl)-1H-indazol-4-yl)oxy)ethoxy)methyl)cyclobutyl)carbamate